1-(3,4-dimethoxybenzyl)-5-(2-((2-(2-methoxyethoxy)ethyl)sulfonyl)-6-(trifluoromethyl)pyrimidin-4-yl)pyridin-2(1H)-one COC=1C=C(CN2C(C=CC(=C2)C2=NC(=NC(=C2)C(F)(F)F)S(=O)(=O)CCOCCOC)=O)C=CC1OC